N(C(=N)N)CCCCC(=O)O 5-guanidinovaleric acid